C(C)OC1=NC=CC=C1C1=CC(=C2C(=N1)C=NN2C(CC)C)NCC=2C=NN(C2)C 5-(2-ethoxy-3-pyridinyl)-1-[1-methylpropyl]-N-[(1-methylpyrazol-4-yl)methyl]pyrazolo[4,3-b]pyridin-7-amine